CC(C(=O)N[C@@H]1CN(C[C@H]1C=1C=NC(=CC1)C)C)(COC1=NC=CC=C1C)C trans-2,2-dimethyl-N-(1-methyl-4-(6-methylpyridin-3-yl)pyrrolidin-3-yl)-3-((3-methylpyridin-2-yl)oxy)propionamide